NC=1N=C(C2=C(N1)N(C=C2)CC=2C=C(OCCCCCCC(=O)NO)C=CC2)C=2OC=CC2 7-(3-((2-amino-4-(furan-2-yl)-7H-pyrrolo[2,3-d]pyrimidin-7-yl)methyl)phenoxy)-N-hydroxyheptanamide